C(N(CP(=O)(O)O)CP(=O)(O)O)P(=O)(O)O aminotris(methanephosphonic acid)